tert-butyl 7-[2-(3-amino-6-chloro-pyridazin-4-yl)-4-pyridyl]-3-oxa-9-azabicyclo[3.3.1]non-6-ene-9-carboxylate NC=1N=NC(=CC1C1=NC=CC(=C1)C1=CC2COCC(C1)N2C(=O)OC(C)(C)C)Cl